N2-(4-((S)-3-aminopiperidin-1-yl)-5-(1-(tetrahydro-2H-pyran-4-yl)-1H-pyrazol-4-yl)pyridin-2-yl)-6-(2-fluoro-6-methoxyphenyl)pyridin-2,5-diamine N[C@@H]1CN(CCC1)C1=CC(=NC=C1C=1C=NN(C1)C1CCOCC1)NC1=NC(=C(C=C1)N)C1=C(C=CC=C1OC)F